(4-fluorostyryl)-3,3-dimethylindole FC1=CC=C(C=CC2=NC3=CC=CC=C3C2(C)C)C=C1